FC(COC1=C(C=CC=C1)C1=NC(=CC2=C1CN(C2=O)C2=CC=C(C=C2)C(C)(C)O)C)F 4-[2-(2,2-difluoroethoxy)phenyl]-2-[4-(2-hydroxypropan-2-yl)phenyl]-6-methyl-2,3-dihydro-1H-pyrrolo[3,4-c]pyridin-1-one